C(C)(C)(C)OC(=O)N1CCC2(CC(C2)N2C(C(N(CC2)C)=O)C2=C(C=CC=C2)Br)CC1 2-(2-(2-bromophenyl)-4-methyl-3-oxopiperazin-1-yl)-7-azaspiro[3.5]nonane-7-carboxylic acid tert-butyl ester